C(C)(C)(C)OC(=O)NC=1C=CC=NC1 5-((t-butoxycarbonyl)amino)pyridin